di(2,4,4-trimethyl-amyl)dithiophosphoric acid CC(COP(S)(OCC(CC(C)(C)C)C)=S)CC(C)(C)C